ClC=1C=C2C(=C(C(NC2=CC1)=O)C1=NNC(C1)C1=CC=C(C=C1)C1=CC2=CN(N=C2C=C1)CC)C1=CC=CC=C1 6-chloro-3-[5-[4-(2-ethylindazol-5-yl)phenyl]-4,5-dihydro-1H-pyrazol-3-yl]-4-phenyl-1H-quinolin-2-one